(R)-phenylpentylamine C1(=CC=CC=C1)CCCCCN